2-(3-(4-(1H-pyrrolo[2,3-b]pyridin-4-yl)-1H-pyrazol-1-yl)-1-(ethylsulfonyl)azetidin-3-yl)acetonitrile N1C=CC=2C1=NC=CC2C=2C=NN(C2)C2(CN(C2)S(=O)(=O)CC)CC#N